BrC1=CC(=CC2=C1C=C(O2)CBr)Cl 4-bromo-2-(bromomethyl)-6-chlorobenzofuran